C(C1=CC=CC=C1)(C1=CC=CC=C1)(C1=CC=CC=C1)N1C=NC(=C1)CCCCC(N)=S 3-(1-trityl-1H-imidazol-4-yl)propylethane-thioamide